C(C)(C)(C)OC(N(CC1=C(C2=C(N=CN2C)C(=C1)C1=CC=C(C=C1)OC(F)(F)F)C=O)C(=O)OC(C)(C)C)=O N-tert-Butoxycarbonyl-N-[[4-formyl-3-methyl-7-[4-(trifluoromethoxy)phenyl]benzimidazol-5-yl]methyl]carbamic acid tert-butyl ester